5,7-difluorochroman-3-amine FC1=C2CC(COC2=CC(=C1)F)N